m-dimethylaminophenyl N,N-dimethylcarbamate CN(C(OC1=CC(=CC=C1)N(C)C)=O)C